iodine monochloride ICl